C(=O)(O)CN1CCN(CCN(C[C@@H](N(CC1)CC(=O)[O-])CC1=CC=C(C=C1)OCCOCCOCCOCC)CC(=O)[O-])CC(=O)[O-] 2,2',2''-[(2S)-10-(carboxymethyl)-2-(4-{2-[2-(2-ethoxyethoxy)ethoxy]ethoxy} benzyl)-1,4,7,10-tetraazacyclododecane-1,4,7-triyl]triacetate